4-methacryloxyphenylsodium C(C(=C)C)(=O)OC1=CC=C(C=C1)[Na]